C(C1=CC=CC=C1)OC1=C(C=C(C=C1)Br)C(F)F 1-(benzyloxy)-4-bromo-2-(difluoromethyl)benzene